N-[(1R)-1-[3-(difluoromethyl)-2-fluoro-phenyl]ethyl]-6-(3,6-dihydro-2H-thiopyran-4-yl)-7-methoxy-quinazolin-4-amine FC(C=1C(=C(C=CC1)[C@@H](C)NC1=NC=NC2=CC(=C(C=C12)C=1CCSCC1)OC)F)F